The molecule is a disaccharide consisting beta-D-glucosyl and D-glucuronic acid residues joined by a (1->3)-linkage. It is a carbohydrate acid and a glycosylglucopyranuronic acid. It derives from a cellobiose. It is a conjugate acid of a 3-O-beta-D-glucosyl-D-glucuronate. C([C@@H]1[C@H]([C@@H]([C@H]([C@@H](O1)O[C@H]([C@H](C=O)O)[C@@H]([C@@H](C(=O)O)O)O)O)O)O)O